N-(4-amino-6-cyclobutyl-5-fluoropyridin-3-yl)-4-(2-(trifluoromethyl)benzoyl)-1H-pyrrole-2-carboxamide NC1=C(C=NC(=C1F)C1CCC1)NC(=O)C=1NC=C(C1)C(C1=C(C=CC=C1)C(F)(F)F)=O